C(C)OC1=CC=CC(=N1)C(S(=O)(=O)N)(C1=CC(=C(C=C1)C)F)C1=CN=C2C(=N1)NC=N2 6-ethoxypyridin-2-yl-1H-imidazo[4,5-b]pyrazin-6-yl-1-(3-fluoro-4-methylphenyl)methanesulfonamide